3-(2-(2-(difluoromethoxy)-6-methoxypyridin-4-yl)-4-(dimethylamino)-1-(2-fluoro-3-methylphenyl)-2-hydroxybutyl)-2-methoxyquinoline-6-carbonitrile FC(OC1=NC(=CC(=C1)C(C(C1=C(C(=CC=C1)C)F)C=1C(=NC2=CC=C(C=C2C1)C#N)OC)(CCN(C)C)O)OC)F